1-(4-chlorophenyl)piperidine-4-carboxylic acid ClC1=CC=C(C=C1)N1CCC(CC1)C(=O)O